FC(OC1=CC=C(C=C1)C1=CN=C2N1C=CN=C2NC2=CC(=C(C(=O)N1CCN(CC1)C(=O)NCCN(C)C)C=C2)C)F 4-[4-[[3-[4-(difluoromethoxy)phenyl]imidazo[1,2-a]pyrazin-8-yl]amino]-2-methylbenzoyl]-N-[2-(dimethylamino)ethyl]piperazine-1-carboxamide